C(=O)OC(C=1C(N)=CC=CC1)=O.C(=O)NC=1C(C(=O)O)=CC=CC1 Formylanthranilic acid Formylanthranilate